OC(=S)CCCC[C@@H]1SC[C@@H]2NC(=O)N[C@H]12 thiobiotin